C1(CCCCC1)C(C)(C)C=1C=C(C=2[C@H]3[C@H](C(OC2C1)(C)C)CC=C(C3)C)O (6Ar,10aR)-3-(2-cyclohexylpropan-2-yl)-6,6,9-trimethyl-6a,7,10,10a-tetrahydrobenzo[c]chromen-1-ol